FC(C(C(C(C(C(C(C(F)(F)F)(F)F)(F)F)(F)F)(F)F)(F)F)(F)F)(S(=O)(=O)[O-])F.C1(=CC=CC=C1)[I+]C1=CC=CC=C1 diphenyliodonium perfluoro-n-octanesulfonate